C(=O)C1=CC=C(S1)OB(O)O (5-formylthiophen-2-yl)boric acid